CCCCCCCCCCCCCCCCCCCCCCCCCCC(=O)O The molecule is a C27, very long straight-chain, saturated fatty acid. It has a role as a plant metabolite. It is a very long-chain fatty acid and a straight-chain saturated fatty acid. It is a conjugate acid of a heptacosanoate.